N1=CN=CC2=C1NC=C2C=2SC(=C1C2OCCN1)C(=O)OC Methyl 7-(7H-pyrrolo[2,3-d]pyrimidin-5-yl)-3,4-dihydro-2H-thieno[3,4-b][1,4]oxazine-5-carboxylate